ClC=1C=C2C=C(C(NC2=CC1)=O)NC1=NC(=NC=C1)NC1=CC(=C(C=C1)OC1CCC(CC1)N(C)C)OC 6-chloro-3-(2-{3-methoxy-4-[(1s,4s)-4-(dimethylamino)cyclohexyloxy]phenyl-amino}-4-pyrimidinylamino)-1,2-dihydro-2-quinolinone